(3S,1aR)-7-Chloro-9-oxo-3,4-dihydro-9H,11H-3,11a-methanopyrazino[1',2':3,4]imidazo[1,2-c]pyrimidine-2(1H)-carboxylic acid tert-butyl ester C(C)(C)(C)OC(=O)N1CC23N(C=4N(C(N=C(C4)Cl)=O)C2)C[C@@H]1C3